5-{[4-(2,5-dihydrofuran-3-ylmethyl)-2-thienyl]carbonyl}pyrimidin O1CC(=CC1)CC=1C=C(SC1)C(=O)C=1C=NC=NC1